4-amino-N-(cyclopropylmethyl)-N-((6-(difluoromethoxy)-3-pyridazinyl)methyl)-1,3-dihydrofuro[3,4-c]quinoline-8-carboxamide NC1=NC=2C=CC(=CC2C2=C1COC2)C(=O)N(CC=2N=NC(=CC2)OC(F)F)CC2CC2